5-bromo-4-(3-chloro-4-fluorophenyl)thiazol-2-amine BrC1=C(N=C(S1)N)C1=CC(=C(C=C1)F)Cl